O1CCN(CC1)CC1=CC=C(COC2=C3CN(C(C3=CC=C2)=O)[C@@H]2C(N(C(CC2)=O)C(=O)OC(C)(C)C)=O)C=C1 (S)-tert-butyl 3-(4-((4-(morpholinomethyl) benzyl) oxy)-1-oxoisoindol-2-yl)-2,6-dioxopiperidine-1-carboxylate